C1(=CCC=C1)B1OC(C(O1)(C)C)(C)C 2-(cyclopenta-1,4-dien-1-yl)-4,4,5,5-tetramethyl-1,3,2-dioxaborolane